O1CCC2CNCC21 HEXAHYDRO-2H-FURO[3,2-C]PYRROLE